C(C1=CC=CC=C1)NC(/C=C/C(=O)O)=O (E)-4-(benzylamino)-4-oxobut-2-enoic acid